N-(6-(4-isopropyl-4H-1,2,4-triazol-3-yl)pyridin-2-yl)-6-methoxy-1H-benzo[d]imidazole-2-carboxamide C(C)(C)N1C(=NN=C1)C1=CC=CC(=N1)NC(=O)C1=NC2=C(N1)C=C(C=C2)OC